O1C(=CC=C1)CSSCC=1OC=CC1 bis(2-furylmethyl) disulfide